5-Bromo-4-(2-(tert-butyldiphenylsiloxy)ethyl)thiophene-2-carbaldehyde BrC1=C(C=C(S1)C=O)CCO[Si](C1=CC=CC=C1)(C1=CC=CC=C1)C(C)(C)C